O=C1CC(NC(C(C)=[N+](C2=CC=CC=C2)[O-])C(C)C)=CC=C1 N-(3-oxo-anilino-1,3-dimethylbutylidene)aniline oxide